Cl.NCC(=O)C=1N=C(SC1C)C(F)(F)F 2-amino-1-[5-methyl-2-(trifluoromethyl)-1,3-thiazol-4-yl]ethanone hydrochloride